C(C)(C)NC1=C(C=NC(=C1)NC1=NC(=NC=C1)N1CCOCC1)C(=O)N1CC(C1)CS(=O)(=O)C (4-(isopropylamino)-6-((2-morpholinopyrimidin-4-yl)amino)pyridin-3-yl)(3-((methylsulfonyl)methyl)azetidin-1-yl)methanone